O1CCN(CC1)CCN1C(C(=CC2=CC(=CN=C12)B1OC(C(O1)(C)C)(C)C)C(=O)NC1CC2(C1)CCC2)=O 1-(2-morpholinoethyl)-2-oxo-N-(spiro[3.3]heptan-2-yl)-6-(4,4,5,5-tetramethyl-1,3,2-dioxaborolan-2-yl)-1,2-dihydro-1,8-naphthyridine-3-carboxamide